FC=1C(=C(C=C(C1)[N+](=O)[O-])S(=O)(=O)N(C)C)C 3-fluoro-N,N,2-trimethyl-5-nitrobenzenesulfonamide